(RS)-undecan-3-yl 8-bromooctanoate BrCCCCCCCC(=O)O[C@H](CC)CCCCCCCC |r|